S(C1=C(C=CC2=CC=CC=C12)O)C1=C(C=CC2=CC=CC=C12)O 1,1'-thiobis(naphthalen-2-ol)